6,7,8,9-tetrahydro-5H-carbazole-3-carboxamide C1=CC(=CC=2C=3CCCCC3NC12)C(=O)N